tetramethyl-O-(benzotriazole-1-yl)uronium tetrafluoroborate F[B-](F)(F)F.CN(C(=[N+](C)C)ON1N=NC2=C1C=CC=C2)C